[Na+].NC(SCCCS(=O)(=O)[O-])=N 3-[(amino-iminomethyl)-thio]-1-propanesulfonic acid sodium salt